ClC=1C=C2C(=CNC2=CC1)CCCNS(=O)(=O)C=1C=NC(=CC1)OCCCN1CCNCC1 N-(3-(5-Chloro-1H-indol-3-yl)propyl)-6-(3-(piperazin-1-yl)propoxy)pyridin-3-sulfonamid